[14C]([O-])(O)=O [14C]-bicarbonate